2,6-dimethyl-8-(tetrahydropyran-2-yloxy)-1-octen-3-one CC(=C)C(CCC(CCOC1OCCCC1)C)=O